3-(3-(azetidin-1-yl)-4-bromophenyl)pyridazine N1(CCC1)C=1C=C(C=CC1Br)C=1N=NC=CC1